2-(2-chloro-5-fluorobenzamido)-3-(4-(3-(5,6,7,8-tetrahydro-1,8-naphthyridin-2-yl)propoxy)phenyl)propanoic acid ClC1=C(C(=O)NC(C(=O)O)CC2=CC=C(C=C2)OCCCC2=NC=3NCCCC3C=C2)C=C(C=C1)F